C1(CC1)C1=CC=C(C=C1)NC(=O)N1[C@H](CCC1)C(=O)NC1=CC=C(C=C1)C1=CC=C(C=C1)C(=O)O 4'-({1-[(4-cyclopropylphenyl)carbamoyl]-D-prolyl}amino)[1,1'-biphenyl]-4-carboxylic acid